3-O-(2,3,4-tri-O-benzyl-α-L-fucopyranosyl)-6-O-benzyl-2-deoxy-2-(2,2,2-trichloroethoxy-carbonylamino)-β-D-glucopyranosyl-L-threonine tert-butyl ester C(C)(C)(C)OC([C@@H](N[C@H]1[C@@H]([C@@H](O)[C@H](O)[C@H](O1)COCC1=CC=CC=C1)NC(=O)OCC(Cl)(Cl)Cl)[C@H](O[C@H]1[C@@H](OCC2=CC=CC=C2)[C@H](OCC2=CC=CC=C2)[C@H](OCC2=CC=CC=C2)[C@@H](O1)C)C)=O